(S)-3-((5-methyl-3-nitropyridin-2-yl)amino)pyrrolidine-1-carboxylic acid tert-butyl ester C(C)(C)(C)OC(=O)N1C[C@H](CC1)NC1=NC=C(C=C1[N+](=O)[O-])C